Tertiary hexyl-dimethyl-silicon chloride C(C)(C)(CCC)[Si](C)(C)Cl